4-(3-hydroxypyrrolidin-1-yl)but-2-enamide OC1CN(CC1)CC=CC(=O)N